1-Methyl-5-(trifluoromethyl)-1H-pyrazol-3-amine CN1N=C(C=C1C(F)(F)F)N